2-(4-Aminobutyl)-7,8-difluoro-6-(5-(trifluoromethyl)pyrimidin-2-yl)isoquinolin-1(2H)-one hydrochloride Cl.NCCCCN1C(C2=C(C(=C(C=C2C=C1)C1=NC=C(C=N1)C(F)(F)F)F)F)=O